(S)-2-amino-3-(6-methyl-1,2,4,5-tetrazin-3-yl)propanoic acid, trifluoroacetate salt FC(C(=O)O)(F)F.N[C@H](C(=O)O)CC=1N=NC(=NN1)C